6-(5-methoxy-6-(2-methoxyethoxy)-1H-benzo[d]imidazol-2-yl)-2-methyl-7-((2-methyl-1-(pyrimidin-2-yl)propyl)amino)-2H-pyrazolo[4,3-b]pyridin-5(4H)-one COC1=CC2=C(NC(=N2)C2=C(C=3C(NC2=O)=CN(N3)C)NC(C(C)C)C3=NC=CC=N3)C=C1OCCOC